2-methylguanosine CNC1=NC2=C(C(=O)N1)N=CN2[C@H]3[C@@H]([C@@H]([C@H](O3)CO)O)O